3-fluoro-N-(5-(4-fluorophenyl)thiazol-2-yl)-5-formyl-4-hydroxybenzoamide FC=1C=C(C(=O)NC=2SC(=CN2)C2=CC=C(C=C2)F)C=C(C1O)C=O